6-((6-(4-methoxyphenyl)-7-oxo-2,3-diphenyl-4,7-dihydropyrazolo[1,5-a]pyrimidin-5-yl)amino)picolinonitrile COC1=CC=C(C=C1)C1=C(NC=2N(C1=O)N=C(C2C2=CC=CC=C2)C2=CC=CC=C2)NC2=CC=CC(=N2)C#N